(R)-3-benzyl-7-bromo-2,3,4,4a,5,6-hexahydro-1H-pyrazino[1,2-a][1,6]naphthyridine C(C1=CC=CC=C1)N1C[C@@H]2N(C3=CC=NC(=C3CC2)Br)CC1